N-(3-hydroxypropyl)phthalimide OCCCN1C(C=2C(C1=O)=CC=CC2)=O